C(#N)C(C[C@H]1C(NCCC1)=O)NC(C(CC1CC1)NC(=O)C=1NC2=CC=CC(=C2C1)OC)=O N-[2-[[1-cyano-2-[(3S)-2-oxo-3-piperidyl]ethyl]amino]-1-(cyclopropylmethyl)-2-oxo-ethyl]-4-methoxy-1H-indole-2-carboxamide